N-(2-ethylphenyl)-N'-(2-ethoxyphenyl)oxalamide C(C)C1=C(C=CC=C1)NC(C(=O)NC1=C(C=CC=C1)OCC)=O